CC1(C(=NC2=CC=C(C=C12)CCCC)C)C trimethyl-5-butyl-3H-indole